N-(3-(difluoromethyl)-1-methyl-1H-pyrazol-5-yl)-2-methylbenzamide FC(C1=NN(C(=C1)NC(C1=C(C=CC=C1)C)=O)C)F